ClC1=C(C(=C(C=C1OC)OC)Cl)C=1C=C2C=NC(=NC2=CC1)N[C@H]1C[C@H](NC1)CO (2S,4S)-4-((6-(2,6-dichloro-3,5-dimethoxyphenyl)quinazolin-2-yl)amino)-2-(hydroxymethyl)pyrrolidin